ClC=1C=C(NC2(CCC3([C@@H](CC4=CC=CC=C34)C[C@H](COC3=C4C(=NC=C3)C=CS4)C4=CC=CC=C4)CC2)C(=O)O)C=CC1 (1r,2'R,4R)-4-(3-chloroanilino)-2'-{(2S)-2-phenyl-3-[(thieno[3,2-b]pyridin-7-yl)oxy]propyl}-2',3'-dihydrospiro[cyclohexane-1,1'-indene]-4-carboxylic acid